tert-butyl ((S)-8-((1-ethyl-4-oxo-1,4-dihydroquinolin-3-yl)sulfonyl)-1-oxa-8-azaspiro[4.5]decan-3-yl)((R)-2-hydroxy-3-(3-(methylsulfonyl)phenoxy)propyl)carbamate C(C)N1C=C(C(C2=CC=CC=C12)=O)S(=O)(=O)N1CCC2(C[C@@H](CO2)N(C(OC(C)(C)C)=O)C[C@H](COC2=CC(=CC=C2)S(=O)(=O)C)O)CC1